C(OC1=C(C=C(C=C1)Br)Br)(OC)=O 2,4-Dibromophenyl methyl carbonate